Difluorooxalic acid C(C(=O)F)(=O)F